C(C1=CC=CC=C1)N([C@@H](CC(=O)OCC)C1=CC=C(C=C1)OC1=CC=C(C=C1)C)[C@H](C)C1=CC=CC=C1 ethyl (S)-3-(benzyl((R)-1-phenylethyl)amino)-3-(4-(p-tolyloxy)phenyl)propanoate